N1(CCC1)C1=CC2=C(C=C(O2)C(=O)NS(=O)(=O)C2=CC(=CC=C2)COC)C(=C1)F 6-(Azetidin-1-yl)-4-fluoro-N-[3-(methoxymethyl)benzene-1-sulfonyl]-1-benzofuran-2-carboxamide